Anthraquinone-2-sulfonic acid sodium salt monohydrate O.[Na+].C1=C(C=CC=2C(C3=CC=CC=C3C(C12)=O)=O)S(=O)(=O)[O-]